Benzoic acid 3-[2,6-dichloro-4-(4-methyl-6-oxo-4,5-dihydro-1H-pyridazin-3-yl) phenoxy]-2,2-Difluoropropyl ester ClC1=C(OCC(COC(C2=CC=CC=C2)=O)(F)F)C(=CC(=C1)C1=NNC(CC1C)=O)Cl